C1(=CC=CC=C1)N1C(=NC2=CC(=CC=C2C1=O)Cl)[C@@H](C(C)C)NC(C1=CC=C(C=C1)C)=O N-((R)-1-(3-phenyl-7-chloro-4-oxo-3,4-dihydroquinazolin-2-yl)-2-methylpropyl)-4-methylbenzamide